2-[4-(2-fluoroethyl)piperazin-1-yl]aniline FCCN1CCN(CC1)C1=C(N)C=CC=C1